1,2-bis(2-(4-((4-butoxyphenyl)diazenyl)phenoxy)ethyl)diselane C(CCC)OC1=CC=C(C=C1)N=NC1=CC=C(OCC[Se][Se]CCOC2=CC=C(C=C2)N=NC2=CC=C(C=C2)OCCCC)C=C1